N-(8-Amino-5-(2-methoxy-3-(1-(1-((6-(pyrrolidine-1-carbonyl)pyridin-2-yl)methyl)azetidin-3-yl)-1H-pyrazol-4-yl)phenyl)-2,7-naphthyridin-3-yl)cyclopropane-carboxamide NC=1N=CC(=C2C=C(N=CC12)NC(=O)C1CC1)C1=C(C(=CC=C1)C=1C=NN(C1)C1CN(C1)CC1=NC(=CC=C1)C(=O)N1CCCC1)OC